C1(C[C@H](CCCCCCC)O1)=O (S)-γ-decanolactone